2-cyano-3-(2-bromophenyl)acrylamide C(#N)C(C(=O)N)=CC1=C(C=CC=C1)Br